N1=CC=C(C=C1)C(C=C)=O 1-(4-pyridinyl)-2-propen-1-one